ClC=1C(=CC(=NC1)OC)C1=CC(=NN1)C(=O)N1CCC(CC1)C(=O)NC1=NC(=C(N=C1)C)C (5-(5-chloro-2-methoxypyridin-4-yl)-1H-pyrazole-3-carbonyl)-N-(5,6-dimethylpyrazin-2-yl)piperidine-4-carboxamide